4-fluoro-2-(oxan-4-ylmethyl)-N-(3-sulfamoylphenyl)indazole-3-carboxamide FC=1C2=C(N(N=C2C=CC1)CC1CCOCC1)C(=O)NC1=CC(=CC=C1)S(N)(=O)=O